(S)-3-(1-(6-ethoxy-5-methoxypyridin-2-yl)-2-(methylsulfonyl)ethyl)-1-methyl-6-phenyl-1H-imidazo[4,5-b]pyridin-2(3H)-one C(C)OC1=C(C=CC(=N1)[C@@H](CS(=O)(=O)C)N1C(N(C=2C1=NC=C(C2)C2=CC=CC=C2)C)=O)OC